3-(2-Methoxy-4-(trifluoromethyl)phenyl)-4-methyl-6-((1,5,5-trimethylpiperidin-3-yl)amino)-1,2,4-triazin-5(4H)-one COC1=C(C=CC(=C1)C(F)(F)F)C1=NN=C(C(N1C)=O)NC1CN(CC(C1)(C)C)C